BrC1=CC=C(C=N1)C(C1(CC1)C(F)(F)F)CS(=O)(=O)[O-] [(6-Bromo-3-pyridyl)-[1-(trifluoromethyl)cyclopropyl]methyl]methanesulfonate